5-((1H-pyrazol-1-yl)methyl)-N-((3-ethyl-2,6-dimethoxyphenyl)sulfonyl)-6-methoxypicolinamide N1(N=CC=C1)CC=1C=CC(=NC1OC)C(=O)NS(=O)(=O)C1=C(C(=CC=C1OC)CC)OC